2-((4-(3-isopropyl-2-(8-methyltetrazolo[1,5-a]pyridin-6-yl)-1H-indol-5-yl)piperidin-1-yl)sulfonyl)-N,N-dimethylethan-1-amine C(C)(C)C1=C(NC2=CC=C(C=C12)C1CCN(CC1)S(=O)(=O)CCN(C)C)C=1C=C(C=2N(C1)N=NN2)C